BrC1=C(C(=C(C(=C1)F)CC=1N(C2=C(N1)C=CC(=C2)C(=O)OC(C)(C)C)CCOC)F)F Tert-butyl 2-[(4-bromo-2,3,6-trifluoro-phenyl)methyl]-3-(2-methoxyethyl)benzimidazole-5-carboxylate